FC=1C=CC(=C(C1)O)[N+](=O)[O-] 5-fluoro-2-nitro-phenol